ClC1=NC=C(C(=C1)C1=C(C=NC(=C1)C)C(=O)NC=1SC2=C(N1)CN(C2)C(=O)C=2N=NC(=CC2)OC(F)F)OC 2'-chloro-N-(5-(6-(difluoromethoxy)pyridazine-3-carbonyl)-5,6-dihydro-4H-pyrrolo[3,4-d]thiazol-2-yl)-5'-methoxy-6-methyl-[4,4'-bipyridine]-3-carboxamide